CC1=C2N(C(C(=C1)NC1=CC(=NC=N1)NC(=O)C1CC1)=O)C1(CCN(CC1)CC(F)(F)F)NC2=O N-(6-((8-methyl-1,5-dioxo-1'-(2,2,2-trifluoroethyl)-1,5-dihydro-2H-spiro[imidazo[1,5-a]pyridine-3,4'-piperidin]-6-yl)amino)pyrimidin-4-yl)cyclopropanecarboxamide